N-(2-((tert-butyldimethylsilyl)oxy)ethyl)-2-nitrobenzenesulfonamide [Si](C)(C)(C(C)(C)C)OCCNS(=O)(=O)C1=C(C=CC=C1)[N+](=O)[O-]